CC1=C(C=CC(=C1)C1=NN(C=N1)C1=CC=C(C=C1)OC(C(F)(F)F)(F)F)NC(=O)\N=C\1/SCC(N1C1=CC2=CC=CC=C2C=C1)=O (Z)-1-(2-Methyl-4-(1-(4-(perfluoroethoxy)phenyl)-1H-1,2,4-triazol-3-yl)phenyl)-3-(3-(naphthalen-2-yl)-4-oxothiazolidin-2-ylidene)urea